(2-(benzyl(((2R,3S,4R,5R)-5-(6-chloro-4-((2-chlorobenzyl)amino)-1H-pyrazolo[3,4-d]pyrimidin-1-yl)-3,4-dihydroxytetrahydrofuran-2-yl)methyl)amino)-2-oxoethyl)phosphonic acid C(C1=CC=CC=C1)N(C(CP(O)(O)=O)=O)C[C@H]1O[C@H]([C@@H]([C@@H]1O)O)N1N=CC=2C1=NC(=NC2NCC2=C(C=CC=C2)Cl)Cl